4-(7-fluoro-1H-pyrrolo[3,2-c]pyridin-4-yl)-N-(4-hydroxybicyclo[2.2.1]heptan-1-yl)benzamide FC=1C2=C(C(=NC1)C1=CC=C(C(=O)NC34CCC(CC3)(C4)O)C=C1)C=CN2